C(C)(C)(C)C=1N=C(C2=C(N1)N(N=N2)CC2=C(C=CC=C2)Cl)N2CC(C2)S 1-{5-tert-butyl-3-[(2-chlorophenyl)methyl]-3H-[1,2,3]triazolo[4,5-d]pyrimidin-7-yl}azetidine-3-thiol